ClC1=C(C=CC2=C1C(=N[C@H](CN2)C)C2=NC=CC=C2F)Cl (3S)-6,7-dichloro-5-(3-fluoro-2-pyridinyl)-3-methyl-1,3-dihydro-1,4-benzodiazepine